N-methylcyclobutane-1-sulfonamide CNS(=O)(=O)C1CCC1